1-(4-(4-amino-7-((trans)-4-(4-methylpiperazin-1-yl)cyclohexyl)-7H-pyrrolo[2,3-d]pyrimidin-5-yl)phenyl)-3-(5-isopropylisoxazol-3-yl)urea NC=1C2=C(N=CN1)N(C=C2C2=CC=C(C=C2)NC(=O)NC2=NOC(=C2)C(C)C)[C@@H]2CC[C@H](CC2)N2CCN(CC2)C